CN1C=CC2=CC(=CC=C12)CNC(=O)N1CC2(OC3=C(C(C2)=O)C=CC(=C3)C(F)(F)F)C1 N-[(1-methyl-1H-indol-5-yl)methyl]-4'-oxo-7'-(trifluoromethyl)-3',4'-dihydrospiro[azetidine-3,2'-[1]benzopyran]-1-carboxamide